1-(2-fluorophenyl)-N-(6-(2-(((3S,5S)-5-fluoropiperidin-3-yl)amino)-8-isopropyl-7-oxo-7,8-dihydropyrido[2,3-d]pyrimidin-6-yl)pyridin-3-yl)methanesulfonamide FC1=C(C=CC=C1)CS(=O)(=O)NC=1C=NC(=CC1)C1=CC2=C(N=C(N=C2)N[C@@H]2CNC[C@H](C2)F)N(C1=O)C(C)C